CCC(=S)N 3-thio-propanamide